silicon germanium carbon tin [Sn].[C].[Ge].[Si]